3-(5-((7-(((3as,6as)-hexahydro-2,5-methanopentalen-3a(1H)-yl)amino)heptyl)amino)-2-methyl-4-oxoquinazolin-3(4H)-yl)piperidine-2,6-dione C1C2CC3(CC(CC13)C2)NCCCCCCCNC2=C1C(N(C(=NC1=CC=C2)C)C2C(NC(CC2)=O)=O)=O